OC1=CC=C(C2=C1N=CO2)Cl 4-hydroxy-7-chloro-benzoxazol